CN1C=C(C=C1)CC(CCCCCCCCCC)CCCCCCCC 1-methyl-3-(2-octyldodecyl)1H-pyrrole